2-methyl-5-((3-methylbut-2-en-1-yl)oxy)benzofuran-3-carboxylic acid ethyl ester C(C)OC(=O)C1=C(OC2=C1C=C(C=C2)OCC=C(C)C)C